N-ethyl-4-(2,2,6,6-tetrafluoromorpholino)-2-(4-(m-tolyl)-1H-pyrazol-1-yl)furo[3,2-d]pyrimidine-6-carboxamide C(C)NC(=O)C1=CC=2N=C(N=C(C2O1)N1CC(OC(C1)(F)F)(F)F)N1N=CC(=C1)C=1C=C(C=CC1)C